C(C1=CC=CC=C1)OC(NCCOC(F)F)=O (2-(difluoromethoxy)ethyl)carbamic acid benzyl ester